2-(2-Amino-9-((2R,3S,4S,5R)-4-fluoro-3-hydroxy-5-(hydroxymethyl)tetrahydrofuran-2-yl)-6,8-dioxo-1,6,8,9-tetrahydro-7H-purin-7-yl)acetonitril NC=1NC(C=2N(C(N(C2N1)[C@@H]1O[C@@H]([C@H]([C@H]1O)F)CO)=O)CC#N)=O